[Cl-].[Cl-].C1(=CC=CC=C1)C(=[Hf+2](C1C2=CC(=CC=C2C=2C=CC(=CC12)C(C)(C)C)C(C)(C)C)C1C=CC=C1)CCCC1=CC=CC=C1 (phenyl)(3-phenylpropyl)methylene(cyclopentadienyl)(2,7-di-tert-butylfluoren-9-yl)hafnium dichlorid